C(CCCCCCCCCCCCCCCCC)(=O)O.C(CCCCCCC\C=C/CCCCCCCC)(=O)O oleic acid stearate